2-amino-5-fluoro-6-methoxy-1H-indole-3-carbonitrile NC=1NC2=CC(=C(C=C2C1C#N)F)OC